CC=1CCC(C(C1)C=1C(=CC(=CC1O)CCCCC)O)C(=C)C (Z)-5'-methyl-4-pentyl-2'-(prop-1-en-2-yl)-1',2',3',4'-tetrahydro-[1,1'-biphenyl]-2,6-diol